ClC1=C(C(=O)C2=CNC=3N=CN=C(C32)N3CC(CC3)C(=O)O)C=CC(=C1)OC1=CC=CC=C1 1-(5-(2-chloro-4-phenoxybenzoyl)-7H-pyrrolo[2,3-d]pyrimidin-4-yl)pyrrolidine-3-carboxylic acid